3,4-bis(benzyloxy)benzoic acid C(C1=CC=CC=C1)OC=1C=C(C(=O)O)C=CC1OCC1=CC=CC=C1